2-{[rel-(2R,3S)-3-(2-chlorophenyl)-2-(2,4-difluorophenyl)-oxiran-2-yl]Methyl}-2,4-dihydro-3H-1,2,4-triazole-3-thione ClC1=C(C=CC=C1)[C@H]1[C@@](O1)(C1=C(C=C(C=C1)F)F)CN1N=CNC1=S |o1:7,8|